The molecule is 1H-imidazole substituted at C-1 by a (2-ethylsulfonyl)ethyl group, at C-2 by a methyl group and at C-5 by a nitro group. It is used as an antiprotozoal, antibacterial agent. It has a role as an antiprotozoal drug, an antibacterial drug and an antiparasitic agent. CCS(=O)(=O)CCN1C(=NC=C1[N+](=O)[O-])C